C1(CCCC1)C1=C(C(=O)O)C=CC(=C1)C=1C=2C(N=CC1F)=CN(N2)C2=CC=C(C=C2)F 2-Cyclopentyl-4-(6-fluoro-2-(4-fluorophenyl)-2H-pyrazolo[4,3-b]pyridin-7-yl)benzoic acid